C(C1=CC=CC=C1)OC=1C=C(C=C(C1)OC(F)(F)F)C1=CC=2C(=NC=CC2C=2C=C3C=NNC3=CC2)N1 5-(2-(3-(Benzyloxy)-5-(trifluoromethoxy)phenyl)-1H-pyrrolo[2,3-b]pyridin-4-yl)-1H-indazol